S(C)(=O)(=O)O.N1(CCCC2=CC=CC=C12)C(=O)N 3,4-dihydroquinoline-1(2H)-formamide mesylate